N-{[1-(pyridin-2-ylmethyl)hexahydropyridin-4-yl]methyl}propionamide N1=C(C=CC=C1)CN1CCC(CC1)CNC(CC)=O